Ethyl (2R)-2-{[(1,2,3,5,6,7-hexahydro-s-indacen-4-yl)carbamoyl]oxy}-3-(propan-2-yloxy)propanoate C1CCC2=C(C=3CCCC3C=C12)NC(=O)O[C@@H](C(=O)OCC)COC(C)C